FC1=CC2=C(N=CS2)C=C1NC1=C2C(=NC=C1)SC(=C2)C2=CCN(C21COCC1)C 6-Fluoro-N-(2-(1-methyl-7-oxa-1-azaspiro[4.4]non-3-en-4-yl)thieno[2,3-b]pyridin-4-yl)benzo[d]thiazol-5-amine